Allyl 3-((((9H-fluoren-9-yl) methoxy) carbonyl) (methyl) amino)-4-(dimethylamino)-4-oxobutanoate C1=CC=CC=2C3=CC=CC=C3C(C12)COC(=O)N(C(CC(=O)OCC=C)C(=O)N(C)C)C